FC1=CC(=C(C=C1[N+](=O)[O-])S(=O)(=O)N1CCN(CCC1)C)C 1-((4-fluoro-2-methyl-5-nitrophenyl)sulfonyl)-4-methyl-1,4-diazepane